ClC1=C(SC(=C1Cl)Cl)C(=O)NCC(=O)O N-[(3,4,5-trichloro-2-thienyl)carbonyl]Glycine